C(C)(C)(C)OC(=O)NC(C(=O)O)C1COC1 2-(tert-butoxycarbonylamino)-2-(oxetan-3-yl)acetic acid